(R)-4-(1-aminopent-4-en-1-yl)-3-pyridinecarbonitrile N[C@H](CCC=C)C1=C(C=NC=C1)C#N